C(C)(=O)OCOC=1C(=NC=CC1OC)C(=O)N[C@H](C(=O)O[C@H]([C@@H](C(C)C)C1=C(C=C(C=C1)F)C)C)C [(1S,2S)-2-(4-fluoro-2-methyl-phenyl)-1,3-dimethyl-butyl] (2S)-2-[[3-(acetoxymethoxy)-4-methoxy-pyridine-2-carbonyl]amino]propanoate